2-((1-(2-(isoindolin-2-yl)-6-methyl-4-oxo-4H-chromen-8-yl)ethyl)amino)benzoic acid C1N(CC2=CC=CC=C12)C=1OC2=C(C=C(C=C2C(C1)=O)C)C(C)NC1=C(C(=O)O)C=CC=C1